3-[4-[3-(Phenyl)propenoyl]phenyl]propenoic acid C1(=CC=CC=C1)C=CC(=O)C1=CC=C(C=C1)C=CC(=O)O